Octadeca-9,12,15-trien-1-ol C(CCCCCCCC=CCC=CCC=CCC)O